C(#N)C1=CC=C(CCN[C@H](C(=O)C2=CNC3=CC(=CC=C23)C(=O)N(C)C)C2=CC=CC=C2)C=C1 |r| (S)- and (R)-3-(2-((4-cyanophenethyl)amino)-2-phenylacetyl)-N,N-dimethyl-1H-indole-6-carboxamide